BrC1=CC=CC=2C3=C(CN(C12)C)C(NN3C([2H])([2H])[2H])=O 6-bromo-5-methyl-1-(methyl-d3)-4,5-dihydro-1H-pyrazolo[4,3-c]Quinolone